O(P([O-])OP([O-])[O-])C(CC(C)C)CCCCCCCCC 2-methyl-4-tridecyl diphosphite